C(=C)OC1CC(C1)OCC1=CC=CC=C1 ((3-(vinyloxy)cyclobutoxy)methyl)benzene